2-Ethoxyethan-1-amine C(C)OCCN